ethyl (1R,3S,4S)-3-[(tert-butoxycarbonyl) amino]-4-hydroxycyclohexane-1-carboxylate C(C)(C)(C)OC(=O)N[C@H]1C[C@@H](CC[C@@H]1O)C(=O)OCC